dimethylsilyl(tert-butylamino)tetramethyl-cyclopentadienyl-dimethyl-titanium C[SiH](C)C[Ti](C)(C1C(=C(C(=C1C)C)C)C)NC(C)(C)C